3-(2-trimethylsilylethynyl)thieno[2,3-c]pyridine-4-carbaldehyde C[Si](C#CC1=CSC=2C=NC=C(C21)C=O)(C)C